(6-isopropyl-5-(8-methyl-[1,2,4]triazolo[1,5-a]pyridin-6-yl)-4H-pyrrolo[3,2-d]thiazol-2-yl)(1,4-oxazepan-4-yl)methanone C(C)(C)C1=C(NC2=C1N=C(S2)C(=O)N2CCOCCC2)C=2C=C(C=1N(C2)N=CN1)C